C(C)(CCCC)P(OCCCCCC)=O n-hexyl sec-hexylphosphinate